CON=C(NC1=CC=C(C=C1)OC(F)(F)F)C1=NN(C2=CC(=CC=C12)C=C)C N'-methoxy-1-methyl-N-[4-(trifluoromethoxy)phenyl]-6-vinylindazole-3-carboxamidine